(7-(2,3-Dihydro-1H-inden-5-yl)-2-azaspiro[3.5]nonan-2-yl)((1s,3s)-3-hydroxy-3-methylcyclobutyl)methanon C1CCC2=CC(=CC=C12)C1CCC2(CN(C2)C(=O)C2CC(C2)(C)O)CC1